(trityl)-L-histidine C(C1=CC=CC=C1)(C1=CC=CC=C1)(C1=CC=CC=C1)N[C@@H](CC1=CNC=N1)C(=O)O